S1CN=CC=C1 [1,3]Thiazine